9-borabicyclo[3.3.1]nonane C12CCCC(CCC1)B2